CN1N=C(C=C1)C(=O)C1(CCCC1)C (1-methyl-1H-pyrazol-3-yl)(1-methylcyclopentyl)methanone